2-Methyl-1,4-phenylene bis(4-(3-(acryloyloxy)propoxy)benzoate) C(C=C)(=O)OCCCOC1=CC=C(C(=O)OC2=C(C=C(C=C2)OC(C2=CC=C(C=C2)OCCCOC(C=C)=O)=O)C)C=C1